ON1[C@@H]2C=C([C@H](N(C1=O)C2)C(=O)NCC=2OC=CN2)C (2S,5R)-6-hydroxy-3-methyl-N-(oxazol-2-ylmethyl)-7-oxo-1,6-diazabicyclo[3.2.1]oct-3-ene-2-carboxamide